3-amino-5-(3-chloro-2-fluorophenyl)-1H-pyrazole NC1=NNC(=C1)C1=C(C(=CC=C1)Cl)F